methyl 2-[2-chloro-6-ethoxy-4-[(3-methyl-5-oxo-1-phenylpyrazol-4-ylidene)methyl]phenoxy]acetate ClC1=C(OCC(=O)OC)C(=CC(=C1)C=C1C(=NN(C1=O)C1=CC=CC=C1)C)OCC